4-(2-Chloro-8-((5-chloro-6-fluoro-1H-indazol-4-yl)oxy)-3-cyanoquinolin-4-yl)piperazine-1-carboxylic acid tert-butyl ester C(C)(C)(C)OC(=O)N1CCN(CC1)C1=C(C(=NC2=C(C=CC=C12)OC1=C2C=NNC2=CC(=C1Cl)F)Cl)C#N